NS(=NC(CC1=C(C(=CC=C1C(C)C)F)C(C)C)=O)(=O)C=1SC(=CN1)C(C)(C)O N-(amino(5-(2-hydroxypropan-2-yl)thiazol-2-yl)(oxo)-λ6-sulfaneylidene)-2-(3-fluoro-2,6-diisopropyl-phenyl)acetamide